4-(4-carbamoylbenzamido)benzene-1-sulfonyl chloride C(N)(=O)C1=CC=C(C(=O)NC2=CC=C(C=C2)S(=O)(=O)Cl)C=C1